CC1=C(C=C(C=C1C)[N+](=O)[O-])CO (2,3-dimethyl-5-nitrophenyl)methanol